FC1=C(CN2C[C@@H]3[C@H](C2)CC(C3)NC3=CC=C(N=N3)C3=CC=C(C=C3)NC(C)=O)C=CC=C1 N-(4-(6-(((3aR,5s,6aS)-2-(2-fluorobenzyl)octahydrocyclopenta[c]pyrrol-5-yl)amino)pyridazin-3-yl)phenyl)acetamide